1,1,3,3-tetramethyl-1,3-diethoxydisiloxane C[Si](O[Si](OCC)(C)C)(OCC)C